OC1=CC(CC(C1)C1CCOCC1)=O 3-hydroxy-5-(tetrahydro-2H-pyran-4-yl)cyclohex-2-en-1-one